(1R,4R,6S)-1-methyl-2-hydroxy-4,6-diisopropenylcyclohexane C[C@H]1C(C[C@@H](C[C@@H]1C(=C)C)C(=C)C)O